N-(2-((2-aminoethyl)(methyl)amino)ethyl)-2-((2-(2,6-dioxopiperidin-3-yl)-1,3-dioxoisoindolin-4-yl)oxy)acetamide NCCN(CCNC(COC1=C2C(N(C(C2=CC=C1)=O)C1C(NC(CC1)=O)=O)=O)=O)C